4-(p-dipentyl-aminostyryl)-1-methylpyridinium C(CCCC)C1(C=C(C2=CC=[N+](C=C2)C)N)CC=C(C=C1)CCCCC